BrC12C(CCCC1)O2 bromoepoxycyclohexane